C1N(CCC2=CC=CC=C12)C1C(CNCC1)O 4-(3,4-dihydroisoquinolin-2(1H)-yl)piperidin-3-ol